6-(3-(2-(1-(2-bromo-3,5-difluoropyridin-4-yl)cyclobutoxy)acetyl)-3,8-diazabicyclo[3.2.1]octan-8-yl)nicotinonitrile BrC1=NC=C(C(=C1F)C1(CCC1)OCC(=O)N1CC2CCC(C1)N2C2=NC=C(C#N)C=C2)F